BrC1=CC=C(C=C1)CCNS(=O)(=O)C=1C=CC2=C(C(=C(O2)C(=O)O)C)C1 5-(N-(4-bromophenyl-ethyl)sulfamoyl)-3-methylbenzofuran-2-carboxylic acid